C(CCCCCCCCCCCCCCCCCCCCC)(=O)O.C(C)C(C(=O)N)(N)CC diethyl-aminoacetamide behenate